2,3,4-trimethyl-heptane CC(C)C(C(CCC)C)C